FC(CO)(OC1=CC=C(C2=C1N=C(O2)N2CC1N(C(C2)C1)C(=O)OC(C)(C)C)N1N=CC=C1)F tert-Butyl 3-(4-(1,1-difluoro-2-hydroxyethoxy)-7-(1H-pyrazol-1-yl)benzo[d]oxazol-2-yl)-3,6-diazabicyclo[3.1.1]heptane-6-carboxylate